C(C=C)(=O)N1[C@H](CN(CC1)C=1C2=C(N=C(N1)OC[C@H]1N(C[C@H](C1)F)C)C[C@@H](OC2)C2=CC=CC1=CC=CC=C21)CC#N 2-((S)-1-acryloyl-4-((R)-2-(((2S,4S)-4-fluoro-1-methylpyrrolidin-2-yl)methoxy)-7-(naphthalen-1-yl)-7,8-dihydro-5H-pyrano[4,3-d]pyrimidin-4-yl)piperazin-2-yl)acetonitrile